4-(3-bromophenyl)-4-ethyl-7,7-dimethyl-2,9-bis((2-(trimethylsilyl)ethoxy)methyl)-2,4,6,7,8,9-hexahydro-5H-pyrazolo[3,4-b]quinolin-5-one BrC=1C=C(C=CC1)C1(C=2C(N(C=3CC(CC(C13)=O)(C)C)COCC[Si](C)(C)C)=NN(C2)COCC[Si](C)(C)C)CC